[C@@H]1(N(C[C@@H]2[C@@H]3CC[C@H]([C@H]12)O3)C(=O)OC(C)(C)C)C(=O)OC |r| (+/-)-2-(tert-Butyl) 1-methyl (1S,3aR,4S,7R,7aS)-octahydro-2H-4,7-epoxyisoindole-1,2-dicarboxylate